FC(OC=1C=C(C=CC1F)NC1=C2C=C(NC2=CC(=C1)NC(C)=O)C(=O)O)(F)F 4-((3-trifluoromethoxy-4-fluorophenyl)amino)-6-acetylamino-1H-indole-2-carboxylic acid